FC1=C(C(=CC=C1)F)N1CCC(CC1)NC1=C2C(=NC3=CC(=C(C=C13)OC)OCCCN1CCCC1)CCCCC2 1-(2,6-difluorophenyl)-N-{2-methoxy-3-[3-(pyrrolidin-1-yl)propoxy]-6H,7H,8H,9H,10H-cyclohepta[b]quinolin-11-yl}piperidin-4-amine